8-bromo-7-{(4-methoxybenzyl)oxy}chroman-4-one BrC=1C(=CC=C2C(CCOC12)=O)OCC1=CC=C(C=C1)OC